(S)-1-(4-(2-chlorophenyl)piperazin-1-yl)-3-(naphthalen-1-yloxy)propan-2-ol ClC1=C(C=CC=C1)N1CCN(CC1)C[C@@H](COC1=CC=CC2=CC=CC=C12)O